C(C)(C)(C)OC(NC1=CC(=C2C=CC(=NC2=C1)[C@@H]1[C@H](C1)C1=NC=CC(=N1)C)OC)=O tert-butyl-(5-methoxy-2-((1S,2S)-2-(4-methylpyrimidin-2-yl)cyclopropyl)quinolin-7-yl)carbamate